ClC=1C=C2C=C(NC2=CC1OCC1=C(C=NS1)Cl)CNC(=O)C1(CC1)C N-((5-chloro-6-((4-chloroisothiazol-5-yl)methoxy)-1H-indol-2-yl)methyl)-1-methylcyclopropane-1-carboxamide